FC1=NC(=CC=C1C=1SC=2C(NCCC2N1)=O)N1CCC(CC1)CO 2-(2-fluoro-6-(4-(hydroxymethyl)piperidin-1-yl)pyridin-3-yl)-6,7-dihydrothiazolo[5,4-c]pyridin-4(5H)-one